CC=1C(=NNC1C(=O)N)C(C(F)(F)F)C 4-methyl-3-(1,1,1-trifluoropropan-2-yl)-1H-pyrazole-5-carboxamide